pentaethyleneglycol diacrylate C(C=C)(=O)OCCOCCOCCOCCOCCOC(C=C)=O